FC1=C(C=CC2=C1C=C(C1=C2C2=C(S1)C=1C=CC=CC1C=C2)F)OCCC 4,6-difluoro-3-propoxybenzodibenzo[b,d]thiophene